2-iodo-6-methoxy-4-(1-methoxyethyl)phenol IC1=C(C(=CC(=C1)C(C)OC)OC)O